(6aR)-8-acryloyl-4-chloro-1-(3-(dimethylamino)-2,2-dimethylpyrrolidin-1-yl)-3-(2-fluorophenyl)-6,6a,7,8,9,10-hexahydro-12H-pyrazino[2,1-c]pyrido[3,4-f][1,4]oxazepin-12-one C(C=C)(=O)N1C[C@@H]2COC3=C(C(N2CC1)=O)C(=NC(=C3Cl)C3=C(C=CC=C3)F)N3C(C(CC3)N(C)C)(C)C